COC1=C2C=CN=C(C2=C(C=C1)C)N(C(=O)C1=NC=C(C=C1)C=1SC(=NN1)C)[C@H]1CNCCC1 N-(5-methoxy-8-methyl-1-isoquinolyl)-5-(5-methyl-1,3,4-thiadiazol-2-yl)-N-[(3R)-3-piperidyl]pyridine-2-carboxamide